ClC1=CC=NC2=CC=C(C=C12)NC1=NC=CC(=N1)C1=CN(C2=CC=CC=C12)C 4-chloro-N-(4-(1-methyl-1H-indol-3-yl)pyrimidin-2-yl)quinolin-6-amine